NC1(C(CC1)C)C1=CC=C(C=N1)C1=CC2=C(N=C3N2[C@H]2C4=C(C(N([C@@H]3C2)C([2H])([2H])[2H])=O)C=CC=C4C#C[Si](C(C)C)(C(C)C)C(C)C)C=C1 (7R,14R)-11-(6-(1-amino-2-methylcyclobutyl)pyridin-3-yl)-6-(methyl-d3)-1-((triisopropylsilyl)ethynyl)-6,7-dihydro-7,14-methanobenzo[f]benzo[4,5]imidazo[1,2-a][1,4]diazocin-5(14H)-one